C(#N)C=1C=NC2C=C(C=C(C12)O)NCC(=O)N(C)C 2-((3-cyano-4-hydroxy-7aH-indol-6-yl)amino)-N,N-dimethylacetamide